(3R)-1-[(5,6-dimethoxypyridin-3-yl)methyl]-3-(2-methylphenyl)piperazine COC=1C=C(C=NC1OC)CN1C[C@H](NCC1)C1=C(C=CC=C1)C